9,9',9'',9'''-(4-(4,6-diphenyl-1,3,5-triazin-2-yl)pyridine-2,3,5,6-tetrayl)tetrakis(9H-carbazole) C1(=CC=CC=C1)C1=NC(=NC(=N1)C1=CC=CC=C1)C1=C(C(=NC(=C1N1C2=CC=CC=C2C=2C=CC=CC12)N1C2=CC=CC=C2C=2C=CC=CC12)N1C2=CC=CC=C2C=2C=CC=CC12)N1C2=CC=CC=C2C=2C=CC=CC12